4-vinylphenylacetic acid ethyl ester C(C)OC(CC1=CC=C(C=C1)C=C)=O